FC(CC(C(=O)O)CCCCCCCC=C)(F)F 2-trifluoroethyl-undec-10-enoic acid